Cyclopentyl (2R)-2-amino-3-(pyridine-3-yl)propanoate ditrifluoromethanesulfonic acid salt FC(S(=O)(=O)O)(F)F.FC(S(=O)(=O)O)(F)F.N[C@@H](C(=O)OC1CCCC1)CC=1C=NC=CC1